C(=C)OC(CCCCCCCCC(=O)OC=C)=O sebacic acid divinylester